3-Phenoxycyclopentan-1-ol O(C1=CC=CC=C1)C1CC(CC1)O